[N+](=O)([O-])C1=CC=C(S1)C(=O)NC=1C=CC=C2C=CC=NC12 5-Nitro-N-(quinolin-8-yl)thiophene-2-carboxamide